FC1=CC=C(CC2=CC3=C(OC[C@@H](N3C(=O)OC(C)(C)C)C)N=C2C(NCCOCCOC)=O)C=C1 tert-butyl (S)-7-(4-fluorobenzyl)-6-((2-(2-methoxyethoxy)ethyl)carbamoyl)-2-methyl-2,3-dihydro-1H-pyrido[2,3-b][1,4]oxazine-1-carboxylate